O=S1(CCN(CC1)CCN1C=CC2=CC=C(C=C12)C#CC=1C(=C(C(=O)O)C=CC1)C1=CC=C2C=CNC2=C1)=O 3-{1-[2-(1,1-Dioxo-1λ6-thiomorpholin-4-yl)-ethyl]-1H-indol-6-ylethynyl}-2-(1H-indol-6-yl)-benzoic acid